[Cl-].[Cl-].C[Zr](C1(C=CC=C1)C[Si](C)(C)C)(C1(C=CC=C1)C[Si](C)(C)C)([SiH3])([SiH3])([SiH3])([SiH3])(C)(C)(C)(C)(C)(C)C Octamethyltetrasilyl-bis(trimethylsilylmethyl-cyclopentadienyl)zirconium dichloride